6-bromo-4-(isopropylamino)pyridine-3-carboxylic acid ethyl ester C(C)OC(=O)C=1C=NC(=CC1NC(C)C)Br